rac-(7S)-4,7-difluoro-7-isopropyl-N-[rac-(1R)-1-(6-pyridazin-4-yl-3-pyridyl)-3-[rac-(3S)-3-hydroxy-8-azaspiro[4.5]decan-8-yl]propyl]-6,8-dihydro-5H-acridine-2-carboxamide FC1=CC(=CC2=CC=3C[C@@](CCC3N=C12)(C(C)C)F)C(=O)N[C@H](CCN1CCC2(C[C@H](CC2)O)CC1)C=1C=NC(=CC1)C1=CN=NC=C1 |r|